Cl.NC=1C(=NC(=CN1)C=1C=NN(C1)C1CCN(CC1)CCCN1CCN(CC1)CC1CCNCC1)C(=O)O[C@@H](C(=O)NC1=CC=C(C=C1)F)C1=CC=CC=C1 (R)-2-((4-fluorophenyl)amino)-2-oxo-1-phenylethyl 3-amino-6-(1-(1-(3-(4-(piperidin-4-ylmethyl)piperazin-1-yl)propyl)piperidin-4-yl)-1H-pyrazol-4-yl)pyrazine-2-carboxylate hydrochloride